O1N=CC=C1C(C#N)(C)C 2-isoxazol-5-yl-2-methyl-propanenitrile